[Si](C)(C)(C(C)(C)C)OC1CC(C1)C1=NOC(=N1)CCl 3-(3-(tert-Butyldimethylsilanyloxy)cyclobutyl)-5-(chloromethyl)-1,2,4-oxadiazole